1-(5-(9-chloropyrazolo[5,1-a][2,6]naphthyridin-5-yl)-4-methylpyridin-2-yl)propan-1-one ClC1=NC=C2C=C(N3C(C2=C1)=CC=N3)C=3C(=CC(=NC3)C(CC)=O)C